N1=C(C=CC=C1)S1C=C2C(=C1)C=CC=C2 S-(pyridinyl)-2-benzothiophene